C(C)(CC)N1N=CC=2N=C(N=C(C21)N[C@@H](C=2C=NC1=CC=CC=C1C2)C2CC2)C=2C=NN(C2)CCO 2-(4-{1-sec-butyl-7-[((R)-cyclopropyl-quinolin-3-yl-methyl)-amino]-1H-pyrazolo[4,3-d]pyrimidin-5-yl}-pyrazol-1-yl)-ethanol